1-(4-Chloro-3-(2,4-dioxotetrahydropyrimidin-1(2H)-yl)benzoyl)piperidine ClC1=C(C=C(C(=O)N2CCCCC2)C=C1)N1C(NC(CC1)=O)=O